C1=CC=CC=2OC=3C=C(C=C4OC=5C=CC=CC5B(C34)C12)[Si](C1=CC=CC=C1)(C1=CC=CC=C1)C=1C=C2OC=3C=CC=CC3B3C2=C(C1)OC=1C=CC=CC13 bis(5,9-dioxa-13b-boranaphtho[3,2,1-de]anthracene-7-yl)diphenylsilane